FC1(CCC2=C1N=C(N=C2C2=CC(=C(C(=O)N)C=C2)OC(F)F)N2[C@H]([C@@H](C2)O)C)F 4-(7,7-difluoro-2-((2S,3R)-3-hydroxy-2-methylazetidin-1-yl)-6,7-dihydro-5H-cyclopenta[d]pyrimidin-4-yl)-2-(difluoromethoxy)benzamide